2-(benzofuran-3-yl)-1-(R)-((6-bromopyridin-2-yl)methylsulfonylamino)ethylboronic acid O1C=C(C2=C1C=CC=C2)C[C@H](NS(=O)(=O)CC2=NC(=CC=C2)Br)B(O)O